N-Methyl-s-butylamine CNC(C)CC